potassium-sodium-calcium-yttrium-boron [B].[Y].[Ca].[Na].[K]